[Cl-].CC1CP2(CCCC2)CC(C1)C 7,9-dimethyl-5-phosphaspiro[4.5]decane chloride